5-[4-amino-5-(trifluoromethyl)pyrrolo[2,1-f][1,2,4]triazin-7-yl]-N-[(3R,4S)-1-[1-(2,6-difluoropyridin-4-yl)ethyl]-4-fluoropyrrolidin-3-yl]-2-methoxypyridine-3-carboxamide NC1=NC=NN2C1=C(C=C2C=2C=C(C(=NC2)OC)C(=O)N[C@@H]2CN(C[C@@H]2F)C(C)C2=CC(=NC(=C2)F)F)C(F)(F)F